N1C(=CC2=CC=CC=C12)C(O)=S Indolothioic acid